ClC=1C(=NC(=NC1)NC1=C(C=C2CCN(CC2=C1)C)OC)N1CC(C2=CC=CC=C12)(C(=O)N)C 1-(5-chloro-2-((6-methoxy-2-methyl-1,2,3,4-tetrahydroisoquinolin-7-yl)amino)pyrimidin-4-yl)-3-methylindoline-3-carboxamide